3-ethyl-2-(1-(4-methyl-1,4-diazepan-1-yl)butyl)pyrido[4,3-d]pyrimidin-4(3H)-one C(C)N1C(=NC2=C(C1=O)C=NC=C2)C(CCC)N2CCN(CCC2)C